6-chloro-3-cyclopropyl-N-[2-(2-pyridyl)ethyl]-[1,2,4]triazolo[4,3-b]pyridazin-8-amine ClC=1C=C(C=2N(N1)C(=NN2)C2CC2)NCCC2=NC=CC=C2